(1S,2S,3R)-N-(8-amino-7-fluoro-6-(4-methylpyridin-3-yl)isoquinolin-3-yl)-2-(cyanomethyl)-3-methylcyclopropane-1-carboxamide NC=1C(=C(C=C2C=C(N=CC12)NC(=O)[C@@H]1[C@H]([C@H]1C)CC#N)C=1C=NC=CC1C)F